methyl (E)-2-{2-[6-(2-fluorophenoxy)pyrimidin-4-yloxy]phenyl}-3-methoxyacrylate FC1=C(OC2=CC(=NC=N2)OC2=C(C=CC=C2)/C(/C(=O)OC)=C\OC)C=CC=C1